NC=1C=NC=C(C1C1=CC(=C(C(=O)NC=2C=C(C(=NC2)C(=O)NCC2CC2)Cl)C=C1F)Cl)C#C 5-(4-(3-amino-5-ethynylpyridin-4-yl)-2-chloro-5-fluorobenzamido)-3-chloro-N-(cyclopropylmethyl)pyridinecarboxamide